[Cl-].C(CCCCCCCCCCC)[NH+](CCC)C dodecylmethylpropyl-ammonium chloride